C(C)(C)(C)C1=CC=2C(=NC(=CN2)[C@H]2CCC[C@@H]([C@H](N2)COC2=NC(=NC(=C2OC)C2=C(C=CC=C2C)C)NS(=O)(=O)C=2C=C(C(=O)O)C=CC2)OC(C)C)N1C 3-[[4-[[(2R,3S,7R)-7-(6-tert-butyl-5-methyl-pyrrolo[2,3-b]pyrazin-3-yl)-3-isopropoxy-azepan-2-yl]methoxy]-6-(2,6-dimethylphenyl)-5-methoxy-pyrimidin-2-yl]sulfamoyl]benzoic acid